O1C(=CC=C1)C=1N=CN=NC1C=1OC=CC1 5,6-bis(2-furyl)-1,2,4-triazine